methoxy-N-(3-methylbenzyl)benzamide COC1=C(C(=O)NCC2=CC(=CC=C2)C)C=CC=C1